tert-butyl N-(1H-1,3-benzodiazol-2-ylmethyl)-N-[2-(4-{[(3-methylpyridin-2-yl) methyl]Carbamoyl}-1,3-thiazol-2-yl) ethyl]Carbamate N1C(=NC2=C1C=CC=C2)CN(C(OC(C)(C)C)=O)CCC=2SC=C(N2)C(NCC2=NC=CC=C2C)=O